6-(7-fluoro-2-((3r,4r)-3-fluoropiperidin-4-yl)-2H-indazol-5-yl)-2,8-dimethylimidazo[1,2-b]pyridazine FC1=CC(=CC2=CN(N=C12)[C@H]1[C@@H](CNCC1)F)C=1C=C(C=2N(N1)C=C(N2)C)C